C(C1=CC=CC=C1)C1=C(C=CC=C1)[C@H](CO)O (R)-1-(2-benzyl-phenyl)ethane-1,2-diol